C(C)(C)(CC)OOC1(CCC(CC1)C(C)(C)C1CCC(CC1)(OOC(C)(C)CC)OOC(C)(C)CC)OOC(C)(C)CC 2,2-bis(4,4-di[t-amyl-peroxy]cyclohexyl)propane